6-phenylpyrazolo[1,5-a]pyridine C1(=CC=CC=C1)C=1C=CC=2N(C1)N=CC2